ClC1=C(C=2N=C(N=C(C2C=N1)N1CCO[C@@H]2[C@H]([C@H]12)F)OC([2H])([2H])[C@]12CCCN2C[C@@H](C1)F)F (1S,6R,7S)-5-(7-Chloro-8-fluoro-2-(((2R,7aS)-2-fluorotetrahydro-1H-pyrrolizin-7a(5H)-yl)methoxy-d2)pyrido[4,3-d]pyrimidin-4-yl)-7-fluoro-2-oxa-5-azabicyclo[4.1.0]heptane